ClC1=C(C2=C(C(=N1)OC)C(=NN2C2CC2)N2[C@@H]1CN([C@H](C2)CC1)C(=O)OC(C)(C)C)F tert-butyl (1S,4S)-5-(6-chloro-1-cyclopropyl-7-fluoro-4-methoxy-1H-pyrazolo[4,3-c]pyridin-3-yl)-2,5-diazabicyclo[2.2.2]octane-2-carboxylate